(R)-7-bromo-4-methyl-1,2,3,4-tetrahydropyrazino[1,2-b]indazole BrC1=CC=CC2=C3N(N=C12)[C@@H](CNC3)C